CS(=O)(=O)C=1C=NC2=C(C=CC=C2C1)C1=CCC(CC1)C(F)(F)F 3-(methylsulfonyl)-8-(4-(trifluoromethyl)cyclohex-1-en-1-yl)quinoline